N-(4-(3-amino-7-phenyl-1H-indazol-5-yl)pyridin-2-yl)acetamide NC1=NNC2=C(C=C(C=C12)C1=CC(=NC=C1)NC(C)=O)C1=CC=CC=C1